6-((1-acryloylpiperidin-4-yl)oxy)-4-((2,4-dichloro-phenyl)amino)-7-methoxy-quinoline-3-carbonitrile C(C=C)(=O)N1CCC(CC1)OC=1C=C2C(=C(C=NC2=CC1OC)C#N)NC1=C(C=C(C=C1)Cl)Cl